OC1=C(C=CC=C1)NCC(N)=O 1-hydroxy-(carbamoylmethylamino)benzene